5-{2-amino-[1,2,4]triazolo-[1,5-a]pyridin-7-yl}-N-{[2-(cyclopentylmethoxy)-3,5-difluorophenyl]methyl}-2-methylpyridine-3-carboxamide NC1=NN2C(C=C(C=C2)C=2C=C(C(=NC2)C)C(=O)NCC2=C(C(=CC(=C2)F)F)OCC2CCCC2)=N1